N-((9S)-9-ethyl-4,5-difluoro-9-hydroxy-10,13-dioxo-2,3,9,10,13,15-hexahydro-1H,12H-benzo[de]pyrano[3',4':6,7]indolizino[1,2-b]quinolin-1-yl)acetamide C(C)[C@]1(C(OCC=2C(N3CC=4C(=NC=5C=C(C(=C6C5C4C(CC6)NC(C)=O)F)F)C3=CC21)=O)=O)O